C1=CC=CC=2C3=CC=CC=C3C(C12)N([C@H](C(=O)O)CC1=CC(=CC=C1)C)C(=O)OC (2S)-2-(9H-fluoren-9-yl-methoxycarbonyl-amino)-3-(3-methyl-phenyl)propanoic acid